1-(4-fluorophenyl)-2-(1-hydroxypropyl)-5-methoxy-1H-indole-3-carbonitrile FC1=CC=C(C=C1)N1C(=C(C2=CC(=CC=C12)OC)C#N)C(CC)O